2-[1-[(2-chlorophenyl)methyl]-5-oxopyrrolidin-2-yl]-N-cyclohexylacetamide ClC1=C(C=CC=C1)CN1C(CCC1=O)CC(=O)NC1CCCCC1